OC[C@H](C1=CC=CC=C1)NC1=NC(=NC=C1C1=NC=NN1)NC1=CC=C2CC(NC(C2=C1)=O)(C)C 7-[[4-[[(1S)-2-hydroxy-1-phenyl-ethyl]amino]-5-(1H-1,2,4-triazol-5-yl)pyrimidin-2-yl]amino]-3,3-dimethyl-2,4-dihydroisoquinolin-1-one